ClC1=C(C=CC=C1)C=1C(=NN2C1CC(CC2)OC)C(=O)OC methyl 3-(2-chlorophenyl)-5-methoxy-4,5,6,7-tetrahydropyrazolo[1,5-a]pyridine-2-carboxylate